chloro-N-((1-(4-(5-(trifluoromethyl)-1,2,4-oxadiazol-3-yl)phenyl)-1H-pyrazol-4-yl)methyl)benzamide ClC1=C(C(=O)NCC=2C=NN(C2)C2=CC=C(C=C2)C2=NOC(=N2)C(F)(F)F)C=CC=C1